4-(4-(4-chloroquinolin-6-yl)-3-fluorobenzyl)-1-methylpiperazin-2-one ClC1=CC=NC2=CC=C(C=C12)C1=C(C=C(CN2CC(N(CC2)C)=O)C=C1)F